NC1=NC=CC=C1C1=NC=2C(=NC(=CC2)C2=CC=CC=C2)N1C1=CC=C(C=C1)CN1CC(C(CC1)C(=O)O)(C)C 1-[[4-[2-(2-amino-3-pyridyl)-5-phenyl-imidazo[4,5-b]pyridin-3-yl]phenyl]methyl]-3,3-dimethyl-piperidine-4-carboxylic acid